(R)-tert-butyl 3-methyl-11-thioxo-3,4,8,9,10,11-hexahydro-1H-pyrido[4',3':3,4]pyrazolo[1,5-a][1,4]diazepine-2(7H)-carboxylate C[C@@H]1CC2=NN3C(C(NCCC3)=S)=C2CN1C(=O)OC(C)(C)C